ClC1=C(C=NN1C)[C@@H]1[C@H](C(N(C1)C)=O)C(=O)NC1=C(C(=CC=C1)F)C(F)(F)F (3S,4S)-4-(5-chloro-1-methyl-pyrazol-4-yl)-N-[3-fluoro-2-(trifluoromethyl)phenyl]-1-methyl-2-oxo-pyrrolidine-3-carboxamide